1-(2,4-dinitrophenyl)-5-phenyl-4,5-dihydro-1H-pyrazole-3-carboxylic acid ethyl ester C(C)OC(=O)C1=NN(C(C1)C1=CC=CC=C1)C1=C(C=C(C=C1)[N+](=O)[O-])[N+](=O)[O-]